FC1=C(C=CC(=C1)OC1=CC(=NC=C1)CN1CCOCC1)NC1=NC=NC2=CC(=C(C=C12)NC1CCN(CC1)C(C=C)=O)OC 1-(4-((4-((2-fluoro-4-((2-(morpholinomethyl)pyridin-4-yl)oxy)phenyl)amino)-7-methoxyquinazolin-6-yl)amino)piperidin-1-yl)prop-2-en-1-one